(E)-3-phenyl-2-propenenitrile C1(=CC=CC=C1)/C=C/C#N